1-(2,2-diethoxyethyl)-1,4,5,6-tetrahydrocyclopenta[b]pyrrole-2-carboxylic acid ethyl ester C(C)OC(=O)C1=CC2=C(N1CC(OCC)OCC)CCC2